tetrahydro-1,8-naphthyridine hydrochloride Cl.N1CCCC2=CC=CN=C12